FC=1C=C(C=CC1)C1=C(C=CC=C1)C1=CC=C2C=CN=CC2=C1 3-fluoro-2'-(isoquinolin-7-yl)-[1,1'-biphenyl]